C12CNCC2C(C1)OC=1C=CC(=C(CNC([C@H](CCC2=CC=CC=C2)NC([C@H](CC(=O)O)NC(C)=O)=O)=O)C1)C (3S)-4-(((2S)-1-((5-(3-azabicyclo[3.2.0]heptan-6-yloxy)-2-methylbenzyl)amino)-1-oxo-4-phenylbutan-2-yl)amino)-3-acetamido-4-oxobutanoic acid